ClC=1C=C(C=CC1F)N(S(=O)(=O)C1CCN(CC1)C1CN(C1)S(=O)(=O)C)CC1=C(C=C(C=C1)C=1OC(=NN1)C(F)F)F N-(3-chloro-4-fluorophenyl)-N-(4-(5-(difluoromethyl)-1,3,4-oxadiazol-2-yl)-2-fluorobenzyl)-1-(1-(methylsulfonyl)azetidin-3-yl)piperidine-4-sulfonamide